P(=O)(O)(O)O.S1(=O)(=O)CCCC1 sulfolane (phosphate)